ClC=1C(=NC=C(C1)Cl)N1CCN(CC1)C(=O)C1=NN(C(C2=CC=CC=C12)=O)CC(C)C 4-[[4-(3,5-dichloro-2-pyridinyl)-1-piperazinyl]carbonyl]-2-(2-methylpropyl)-1(2H)-phthalazinone